ClC=1C(=C(CNC(CN(C(CN2N=C(C3=CC=CC=C23)C(=O)N)=O)[C@@H](C)CCC)=O)C=CC1)F (S)-1-(2-((2-((3-chloro-2-fluorobenzyl)amino)-2-oxoethyl)(pent-2-yl)amino)-2-oxoethyl)-1H-indazole-3-carboxamide